C(=O)(O)[C@H](CC(=O)C1=CC2=C(S1)C=C(C(=C2F)OCCCC2=CC1=C(SC(=C1)C(C[C@@H](C(=O)O)C)=O)C=C2OC)OC)C (S)-4-(5-(3-((2-((S)-3-carboxybutanoyl)-4-fluoro-6-methoxybenzo[b]thiophen-5-yl)oxy)propyl)-6-methoxybenzo[b]thiophen-2-yl)-2-methyl-4-oxobutanoic acid